[1-(4-isopropoxy-phenyl)-1H-pyrazol-4-yl]-pyridine C(C)(C)OC1=CC=C(C=C1)N1N=CC(=C1)C1=NC=CC=C1